Cl.N[C@@H]1CC[C@H](OC1)CN1CCC2(CN(C2)C2=NC=NC=C2OC2=C(C(=O)N(C(C)C)C3CC(C3)(F)F)C=C(C=C2)F)CC1 ((4-(7-(((2s,5r)-5-aminotetrahydro-2H-pyran-2-yl)methyl)-2,7-diazaspiro[3.5]non-2-yl)pyrimidin-5-yl)oxy)-N-(3,3-difluorocyclobutyl)-5-fluoro-N-isopropylbenzamide hydrochloride